2-[1-[4-(trifluoromethyl)phenyl]indazol-4-yl]oxyacetic acid FC(C1=CC=C(C=C1)N1N=CC2=C(C=CC=C12)OCC(=O)O)(F)F